2-(3-chlorobenzyl)cyclopentane-1-one ClC=1C=C(CC2C(CCC2)=O)C=CC1